C(C)(C)(C)NC(=O)C=1SC=C(C1)NC(CC1=C(C=CC(=C1)Cl)O)=O N-tert-Butyl-4-[[2-(5-chloro-2-hydroxy-phenyl)acetyl]amino]thiophene-2-carboxamide